FC(C(=O)O)(F)F.NCCSSCCNC(CCC(=O)O)=O 4-((2-((2-aminoethyl)disulfanyl)ethyl)amino)-4-oxobutanoic acid trifluoroacetate salt